BrCCCCCCCC(=O)O[C@H](CC)CCCCCCCC |r| (R/S)-undecan-3-yl 8-bromooctanoate